Cl.Cl.FC=1C=CC=C(C(=O)NC(C)C)C1 5-fluoro-N-isopropylbenzamide dihydrochloride